2,5-Dioxopyrrolidin-1-yl 1-(6-(6-(3,4-dihydro-2H-pyran-6-yl)-1,2,4,5-tetrazin-3-yl)-3,4-dihydro-2H-pyran-2-yl)-3-oxo-2,7,10,13,16,19,22,25,28,31-decaoxa-4-azatetratriacontan-34-oate O1CCCC=C1C1=NN=C(N=N1)C1=CCCC(O1)COC(NCCOCCOCCOCCOCCOCCOCCOCCOCCOCCC(=O)ON1C(CCC1=O)=O)=O